2-{[(2E)-3-(4-hydroxyphenyl)-2-propenoyl]oxy}succinic acid OC1=CC=C(C=C1)/C=C/C(=O)OC(C(=O)O)CC(=O)O